6-[5-chloro-2-(trifluoromethyl)pyridin-3-yl]-N-[(2,4-dimethoxyphenyl)methyl]-4-methylphthalazine-1-amine formate C(=O)O.ClC=1C=C(C(=NC1)C(F)(F)F)C=1C=C2C(=NN=C(C2=CC1)NCC1=C(C=C(C=C1)OC)OC)C